O=C1NC(CCC1N1C(N(C2=C1C=CC(=C2)CCN2CC1(C2)CCN(CC1)C(=O)OC(C)(C)C)C)=O)=O tert-butyl 2-[2-[1-(2,6-dioxo-3-piperidyl)-3-methyl-2-oxo-benzimidazol-5-yl]ethyl]-2,7-diazaspiro[3.5]nonane-7-carboxylate